(2S)-2-amino-3-hydroxypropionic acid N[C@H](C(=O)O)CO